COC=1C2=CC=CC=C2C(=C2C=CC(=CC12)S(=O)(=O)[O-])OC.C1(=CC=CC=C1)[I+]C1=CC=CC=C1 diphenyliodonium 9,10-dimethyloxyanthracene-2-sulfonate